Cl.N1=CC(=CC=C1)CCCCC=1SC(=CN1)C=NO 2-(4-(pyridin-3-yl)butyl)thiazole-5-carbaldehyde oxime hydrogen chloride